(1S,2S,5R)-3-(tert-butoxycarbonyl)-6,6-dichloro-3-azabicyclo[3.1.0]Hexane-2-carboxylic acid C(C)(C)(C)OC(=O)N1[C@@H]([C@H]2C([C@H]2C1)(Cl)Cl)C(=O)O